NCCCCOC=1C=C2C(=CC=NC2=CC1)C(=O)NCC(=O)N1[C@@H](CC(C1)(F)F)C#N (S)-6-(4-aminobutyloxy)-N-(2-(2-cyano-4,4-difluoropyrrolidin-1-yl)-2-oxoethyl)quinoline-4-carboxamide